NC=1C=C(C#N)C=C(C1)C(F)(F)F 3-amino-5-(trifluoromethyl)benzonitrile